(5aR,6S,7S,8R,8aS)-7-((dimethylamino)methyl)-5a-(4-(3-hydroxy-3-methylazetidin-1-yl)phenyl)-1,3-dimethoxy-6-phenyl-5a,6,7,8-tetrahydro-8aH-cyclopenta[4,5]furo[3,2-c]pyridine-8,8a-diol CN(C)C[C@@H]1[C@H]([C@]2([C@](C=3C(=NC(=CC3O2)OC)OC)([C@@H]1O)O)C1=CC=C(C=C1)N1CC(C1)(C)O)C1=CC=CC=C1